COC(C(=O)N1[C@@H](CCC1)C(=O)OCC1=CC=CC=C1)=O benzyl (2-methoxy-2-oxoacetyl)-L-prolinate